5-difluoromethyl-1-methyl-1H-pyrazole-4-carboxylic acid ethyl ester C(C)OC(=O)C=1C=NN(C1C(F)F)C